(S)-6-(1-amino-1,3-dihydrospiro[indene-2,4'-piperidine]-1'-yl)-3-(1-(pyrimidin-2-yl)cyclopropyl)-1,5-dihydro-4H-pyrazolo[3,4-d]pyrimidin-4-one N[C@@H]1C2=CC=CC=C2CC12CCN(CC2)C=2NC(C1=C(N2)NN=C1C1(CC1)C1=NC=CC=N1)=O